5-(((3S,4R)-1-((2,4-dichlorophenyl)sulfonyl)-4-hydroxy-4-(hydroxymethyl)pyrrolidin-3-yl)oxy)picolinonitrile ClC1=C(C=CC(=C1)Cl)S(=O)(=O)N1C[C@@H]([C@@](C1)(CO)O)OC=1C=CC(=NC1)C#N